4-(2-methoxy-2-methyl-propanoyl)-3,5-dihydro-2H-pyrido[3,4-f][1,4]oxazepine-9-carbonitrile COC(C(=O)N1CCOC2=C(C1)C=NC=C2C#N)(C)C